N-[(1S)-1-cyclohexyl-2-[4-(3,5-dimethyl-1H-pyrazol-4-yl)anilino]-2-oxo-ethyl]-3-isopropyl-triazole-4-carboxamide C1(CCCCC1)[C@@H](C(=O)NC1=CC=C(C=C1)C=1C(=NNC1C)C)NC(=O)C=1N(N=NC1)C(C)C